BrC1=C(C=C(C=C1)C=1C=NN(C1C)C)[C@@H]1CN(CCN1)C1=CC(=NC(=N1)N)N (R)-6-(3-(2-bromo-5-(1,5-dimethyl-1H-pyrazol-4-yl)phenyl)piperazin-1-yl)pyrimidine-2,4-diamine